(S)-N-(4-cyano-3-(trifluoromethyl)phenyl)-2-hydroxy-2-methyl-3-(4-(piperidin-4-ylmethyl)piperazin-1-yl)propanamide C(#N)C1=C(C=C(C=C1)NC([C@@](CN1CCN(CC1)CC1CCNCC1)(C)O)=O)C(F)(F)F